ClC1=C(C=C2C[C@@H](CN3C2=C1C=C3)NC)F (S)-9-chloro-8-fluoro-N-methyl-5,6-dihydro-4H-pyrrolo[3,2,1-ij]quinolin-5-amine